IC1=C(C[C@H](N)C(=O)O)C=CC(=C1)OC1=CC=C(C=C1)O 2-iodothyronine